Cl.CN1CCN(CC1)C1=CC(=C(C=O)C=C1)O 4-(4-methyl-piperazin-1-yl)-2-hydroxybenzaldehyde hydrochloride